1-t-butoxycarbonyl-3,3-dimethoxy-azetidine C(C)(C)(C)OC(=O)N1CC(C1)(OC)OC